5-(3-Chloropyrazol-1-yl)-2-(3,4-dichlorophenyl)-1-ethyl-6-methyl-4-oxo-pyridine-3-carboxylic acid ClC1=NN(C=C1)C=1C(C(=C(N(C1C)CC)C1=CC(=C(C=C1)Cl)Cl)C(=O)O)=O